1-([3S,3as]-3-[3-fluoro-4-[trifluoromethoxy]phenyl]-8-methoxy-3,3a,4,5-tetrahydro-2H-benzo[g]indazol-2-yl)-2-hydroxy-ethanone FC=1C=C(C=CC1OC(F)(F)F)[C@H]1N(N=C2C3=C(CC[C@@H]12)C=CC(=C3)OC)C(CO)=O